[Cl-].C(CCCC)[NH+]1CCC(CC1)CCC 1-Pentyl-4-propylpiperidinium chlorid